6-({5-[(1s,4s)-4-{[(2-methylprop-2-yl)diphenylsilyl]oxy}cyclohexyl]-1-(2-methylprop-2-yl)pyrazol-3-yl}amino)-2,3-dihydro-1λ6-benzothiophene-1,1-dione CC(C)(C)[Si](OC1CCC(CC1)C1=CC(=NN1C(C)(C)C)NC1=CC2=C(CCS2(=O)=O)C=C1)(C1=CC=CC=C1)C1=CC=CC=C1